3-(5-bromo-4-chloro-1-oxoisoindolin-2-yl)piperidine-2,6-dione BrC=1C(=C2CN(C(C2=CC1)=O)C1C(NC(CC1)=O)=O)Cl